6-methoxy-2-methylquinolin-4-ol COC=1C=C2C(=CC(=NC2=CC1)C)O